2-(2,3-dihydro-1,4-benzodioxin-6-yl)-6-(5-{[(2-hydroxyethyl)amino]methyl}-7-methyl-1,3-benzoxazol-2-yl)benzonitrile O1CCOC2=C1C=CC(=C2)C2=C(C#N)C(=CC=C2)C=2OC1=C(N2)C=C(C=C1C)CNCCO